O1CCC(C(CC1)O)O oxepane-4,5-diol